N-(3,4-dimethoxyphenyl)-7-(4-fluorophenyl)pyrazolo[1,5-a]pyrimidine COC=1C=C(C=CC1OC)N1CC=C2N1C(=CC=N2)C2=CC=C(C=C2)F